CN(C1CC12CN(CC2)C2=C(C=NC=1NC3=C(C=C(C(=C3C12)F)F)NC)C=1C=C2C(C(=CN(C2=NC1)C)C(=O)O)=O)C 6-(4-(trans-1-(dimethylamino)-5-azaspiro[2.4]hept-5-yl)-5,6-difluoro-8-(methylamino)-9H-pyrido[2,3-b]indol-3-yl)-1-methyl-4-oxo-1,4-dihydro-1,8-naphthyridine-3-carboxylic acid